ClC1=C(C=CC=C1Cl)N1CCN(CC1)CCC1(CCC(CC1)NC(=O)NC)F 1-(Cis-4-(2-(4-(2,3-dichlorophenyl)piperazin-1-yl)ethyl)-4-fluorocyclohexyl)-3-methylurea